2-[1-(2-Hydroxy-4-methylphenyl)-2-methylpropyl]-5-methylphenol OC1=C(C=CC(=C1)C)C(C(C)C)C1=C(C=C(C=C1)C)O